4-(N-(3-(tert-butyl)-5-cyclopropylbenzyl)-2-(N-((4-(trifluoromethyl)pyridin-2-yl)methyl)-(2,3,4,5,6-pentafluoro-phenyl)sulfonamido)acetamido)-3-methoxybenzoic acid C(C)(C)(C)C=1C=C(CN(C(CN(S(=O)(=O)C2=C(C(=C(C(=C2F)F)F)F)F)CC2=NC=CC(=C2)C(F)(F)F)=O)C2=C(C=C(C(=O)O)C=C2)OC)C=C(C1)C1CC1